(3s,5s)-3-{[8-carbamoyl-6-(3-methyl-1,2-thiazol-5-yl) pyrido[3,2-d]pyrimidin-4-yl] amino}-5-fluoropiperidine-1-carboxylate C(N)(=O)C1=CC(=NC2=C1N=CN=C2N[C@@H]2CN(C[C@H](C2)F)C(=O)[O-])C2=CC(=NS2)C